CC1=C(C(=CC=C1)C)NS(=O)(=O)C=1C=C(C=NC1OC)NC(C1=C(C=CC=C1OC(F)(F)F)F)=O N-(5-(N-(2,6-dimethylphenyl)sulfamoyl)-6-methoxypyridin-3-yl)-2-fluoro-6-(trifluoromethoxy)benzamide